1-[(3R)-5,5-Difluoropiperidin-3-yl]azepan-2-one, hydrochloride salt Cl.FC1(C[C@H](CNC1)N1C(CCCCC1)=O)F